C(CCCCCCCCC)OC(CCCCCCC\C=C/CCCCCCCC)=O.C(C)OC=1C=C(C=CC1OC)[C@@H](CS(=O)(=O)C)N1C(C2=CC=CC(=C2C1=O)NC(CCCCC)=O)=O N-{2-[(1S)-1-(3-ethoxy-4-methoxyphenyl)-2-methylsulfonylethyl]-1,3-dioxo-2,3-dihydro-1H-isoindol-4-yl}hexanamide decyloleate